6-Hydroxykaempferol OC1=C(C=2C(C(=C(OC2C=C1O)C1=CC=C(O)C=C1)O)=O)O